[2-chloro-4-[[3-(2,3-difluoro-4-methoxy-phenyl)imidazo[1,2-a]pyrazin-8-yl]amino]phenyl]-[4-[(2S,4R)-4-hydroxypyrrolidine-2-carbonyl]piperazin-1-yl]methanone formate C(=O)O.ClC1=C(C=CC(=C1)NC=1C=2N(C=CN1)C(=CN2)C2=C(C(=C(C=C2)OC)F)F)C(=O)N2CCN(CC2)C(=O)[C@H]2NC[C@@H](C2)O